FC(S(=O)(=O)[O-])(F)F.C1(CCC(N1OC(=O)CCCOC1=CC=CC2=[N+](C3=CC=CC=C3N=C12)CC)=O)=O 1-[3-(succinimidyloxycarbonyl)propoxy]-5-ethylphenazinium trifluoromethanesulfonate